BrC1=C(C=C(C(=C1)C)Br)C 2,5-dibromo-1,4-dimethylbenzene